ClC=1C=C2C=NC(=NC2=CC1C1CCN(CC1)C1(COC1)C)NC=1C=NN(C1C)C1C(C1)(F)F 6-chloro-N-[1-(2,2-difluorocyclopropyl)-5-methyl-1H-pyrazol-4-yl]-7-[1-(3-methyloxetan-3-yl)piperidin-4-yl]quinazolin-2-amine